FC=1C=C(C=CC1)C(CC1=NC=CC=C1C)=C(C1=CC=CC=C1)C1=CC=CC=C1 2-(2-(3-fluorophenyl)-3,3-diphenylallyl)-3-methylpyridine